Methyl 6-(1-(4-fluorophenyl)ethyl)-5-((2-(pyrrolidin-1-yl)ethyl)amino)pyrazine-2-carboxylate FC1=CC=C(C=C1)C(C)C1=C(N=CC(=N1)C(=O)OC)NCCN1CCCC1